(isoquinolin-6-yloxy)-2-methylpropanamide C1=NC=CC2=CC(=CC=C12)OC(C(=O)N)(C)C